FC1=CC=2N(C=C1NC(=O)N1CCC=3C1=NC=CC3N3C(CN(CC3)C(=O)OCC3=CC=CC=C3)=O)C=C(N2)C benzyl 4-(1-((7-fluoro-2-methylimidazo[1,2-a]pyridin-6-yl)carbamoyl)-2,3-dihydro-1H-pyrrolo[2,3-b]pyridin-4-yl)-3-oxopiperazine-1-carboxylate